4-cyclopropyl-3-(N-(2-(piperidin-2-yl)-5-(trifluoromethyl)phenyl)sulfamoyl)benzoic acid C1(CC1)C1=C(C=C(C(=O)O)C=C1)S(NC1=C(C=CC(=C1)C(F)(F)F)C1NCCCC1)(=O)=O